4-{[5-(2,4-difluoro-phenyl)-isoxazole-3-carbonyl]-amino}-3-methyl-piperidine-3-carboxylic acid ((R)-1-pyridin-2-yl-ethyl)-amide N1=C(C=CC=C1)[C@@H](C)NC(=O)C1(CNCCC1NC(=O)C1=NOC(=C1)C1=C(C=C(C=C1)F)F)C